N[C@@H](CS)C(=O)N[C@H](C(=O)O)CC1=CC=C(O)C(O)=C1 Cysteinyl-DOPA